[4-[5-[(3-amino-3-keto-propyl)-(9h-fluoren-9-ylmethoxycarbonyl) amino]-2-pyridinyl]-2,3-difluoro-phenyl] trifluoromethanesulfonate FC(S(=O)(=O)OC1=C(C(=C(C=C1)C1=NC=C(C=C1)N(C(=O)OCC1C2=CC=CC=C2C=2C=CC=CC12)CCC(=O)N)F)F)(F)F